ammonium methacrylate (ammonio methylacrylate) [NH3+]CC(C(=O)[O-])=C.C(C(=C)C)(=O)[O-].[NH4+]